tricyanocopper (I) C(#N)[Cu-2](C#N)C#N